FC=1C=C(C=C(C1C(F)(F)F)F)B(O)O [3,5-difluoro-4-(trifluoromethyl)phenyl]-boronic acid